C(C1CO1)C1=C(C=CC=C1CC1CO1)C(C1CO1)OC(C1CO1)C1=C(C(=CC=C1)CC1CO1)CC1CO1 2,3-diglycidylphenylglycidyl ether